C(CCC)NC=1C2=C(N=C(N1)NCC1=CC=C(C=C1)OC)C=C(NC2=O)C 4-(butylamino)-2-((4-methoxybenzyl)amino)-7-methylpyrido[4,3-d]pyrimidin-5(6H)-one